COCN(COC)CC1=CC=CC=C1 N,N-Bis(methoxymethyl)benzylamine